C1(CC1)[C@@H](C)C1=C(C=2CCCC2C=C1)N (R)-5-(1-cyclopropylethyl)-2,3-dihydro-1H-inden-4-amine